N-(6-(2H-1,2,3-triazol-2-yl)-5-(trifluoromethyl)pyridin-3-yl)-4-(3-amino-5-(2,5-dihydrofuran-3-yl)pyridin-4-yl)-2-chloro-5-fluorobenzamide N=1N(N=CC1)C1=C(C=C(C=N1)NC(C1=C(C=C(C(=C1)F)C1=C(C=NC=C1C=1COCC1)N)Cl)=O)C(F)(F)F